2-(4-(5,11-dibromo-1,3-dioxo-1H-xantheno[2,1,9-def]isoquinolin-2(3H)-yl)phenyl)acetic acid BrC1=CC=2C(N(C(C3=CC(=C4C(C23)=C1OC1=CC=CC=C14)Br)=O)C1=CC=C(C=C1)CC(=O)O)=O